FC=1C(=CC(=C(C(=O)O)C1)C)C(=O)OC 5-fluoro-4-methoxycarbonyl-2-methyl-benzoic acid